N-(4-bromo-3-chlorophenyl)benzenesulfonamide BrC1=C(C=C(C=C1)NS(=O)(=O)C1=CC=CC=C1)Cl